C1(CCCCC1)C([C@H](N)C(=O)O)C1CCCCC1 β,β-dicyclohexylalanine